Peroxysulphuric acid S(O)(=O)(=O)OO